tertiary butylammonium iodide [I-].C(C)(C)(C)[NH3+]